3-(2-(((6-chloropyridazin-4-yl)oxy)methyl)-6-cyclopropylimidazo[1,2-a]pyridin-8-yl)-3-azabicyclo[3.1.0]hexan-2-one ClC1=CC(=CN=N1)OCC=1N=C2N(C=C(C=C2N2C(C3CC3C2)=O)C2CC2)C1